7-oxo-6,7-dihydro-1H-pyrazolo[4,3-d]pyrimidine O=C1C2=C(N=CN1)C=NN2